(E)-3,5-difluoro-N-(3-(2-(1-(2,2,2-trifluoroethyl)-1H-pyrazol-4-yl)vinyl)-1H-indazol-5-yl)benzenesulfonamide FC=1C=C(C=C(C1)F)S(=O)(=O)NC=1C=C2C(=NNC2=CC1)\C=C\C=1C=NN(C1)CC(F)(F)F